aniline sulfite salt S(=O)(O)O.NC1=CC=CC=C1